tert-butyl 5-amino-4-(4-formyl-1-oxoisoindolin-2-yl)-5-oxopentanoate NC(C(CCC(=O)OC(C)(C)C)N1C(C2=CC=CC(=C2C1)C=O)=O)=O